NCC(C)(C1=CC=C(C=C1)F)C1CN(C1)C(=O)OC(C)(C)C tert-Butyl 3-(1-amino-2-(4-fluorophenyl)propan-2-yl)azetidine-1-carboxylate